(4-((4-(1-ethyl-3-(pyridin-3-yl)-1H-pyrazol-4-yl)pyrimidin-2-yl)amino)phenyl)(piperazin-1-yl)methanone C(C)N1N=C(C(=C1)C1=NC(=NC=C1)NC1=CC=C(C=C1)C(=O)N1CCNCC1)C=1C=NC=CC1